bromo-2-(chloromethyl)-7-methoxyquinazolin-4(3H)-one BrN1C(=NC2=CC(=CC=C2C1=O)OC)CCl